ClC[C@@H]1CN(C=2C=C(C3=C(C12)C=CC=C3)O)C(CCCOC=3C(=CC1=C(NC([C@H]2N(C1=O)CCCC2)=O)C3)OC)=O (S)-3-(4-((S)-1-(chloromethyl)-5-hydroxy-1,2-dihydro-3H-benzo[e]indol-3-yl)-4-oxobutoxy)-2-methoxy-7,8,9,10-tetrahydrobenzo[e]pyrido[1,2-a][1,4]diazepine-6,12(5H,6aH)-dione